CC1=C(C=C(C(=O)O)C=C1O)O 4-methyl-3,5-dihydroxybenzoic acid